[K+] The molecule is a monoatomic monocation obtained from potassium. It has a role as a human metabolite and a cofactor. It is an alkali metal cation, an elemental potassium, a monovalent inorganic cation and a monoatomic monocation.